C(CCCC)OC(=O)C1=CC=C(O)C=C1 Pentylparaben